4-(4-{6-[2-(7-Fluoro-4-methoxy-2-methyl-indol-1-yl)-ethylamino]-pyrimidin-4-yl}-phenyl)-thiazol FC=1C=CC(=C2C=C(N(C12)CCNC1=CC(=NC=N1)C1=CC=C(C=C1)C=1N=CSC1)C)OC